[K+].C(CCC)C(C(C(=O)[O-])S(=O)(=O)[O-])(C(=O)[O-])CCCC.[K+].[K+] dibutylsulfosuccinic acid potassium salt